C1(=C(C=CC=C1)CN1C=NC2=C(C=C(C=C2C1=O)Cl)C=1C(=NN(C1)C)C(F)(F)F)C1=CC=CC=C1 3-([1,1'-biphenyl]-2-ylmethyl)-6-chloro-8-(1-methyl-3-(trifluoromethyl)-1H-pyrazol-4-yl)quinazolin-4(3H)-one